(4-((3',4'-dichloro-[1,1'-biphenyl]-4-yl)oxy)-1H-1,2,3-triazol-5-yl)methanol 2,2,2-trifluoroacetate FC(C(=O)O)(F)F.ClC=1C=C(C=CC1Cl)C1=CC=C(C=C1)OC=1N=NNC1CO